(+-)-(S)-5-fluoro-3-((S)-3-oxo-1,3-diphenylpropyl)-3-(3-oxo-2,3-dihydro-1H-pyrazol-1-yl)indolin-2-one FC=1C=C2[C@@](C(NC2=CC1)=O)(N1NC(C=C1)=O)[C@@H](CC(C1=CC=CC=C1)=O)C1=CC=CC=C1 |r|